3,3-dichloro-octanol ClC(CCO)(CCCCC)Cl